2-(piperidin-4-yl)-3-((6-(trifluoromethyl)pyridin-3-yl)oxy)pyridine N1CCC(CC1)C1=NC=CC=C1OC=1C=NC(=CC1)C(F)(F)F